O=C1NC(CCC1N1C(C2=CC=C(C=C2C1=O)N1CCC(CC1)CCC=O)=O)=O 3-(1-(2-(2,6-dioxopiperidin-3-yl)-1,3-dioxoisoindolin-5-yl)piperidin-4-yl)propanal